ClC1=C(C(C(=O)NC2=CC(=CC=C2OC2=CC=C(C=C2)Cl)Cl)=CC(=C1)Cl)O 3,3',5-Trichloro-6'-(p-chlorophenoxy)-salicylanilide